N.[Ag].[Cu] copper-silver ammonia